2-(4-(4-(2-methoxypropan-2-yl)phenyl)-2-(perfluoroethyl)imidazo[1,2-a][1,8]naphthyridin-8-yl)-1,3,4-oxadiazole COC(C)(C)C1=CC=C(C=C1)C=1C=2C=CC=3N(C2N=C(C1)C(C(F)(F)F)(F)F)C=C(N3)C=3OC=NN3